OC1=C(C=CC(=C1)O)C=1N=C(SC1)NC(C(=O)NC=1SC=C(N1)C1=C(C=C(C=C1)O)O)=O N1,N2-bis(4-(2,4-dihydroxyphenyl)thiazol-2-yl)oxalamide